ClC1=CC=C(C=C1)C1=CC=2C(=C(N=NC2CC2COCCC2)C(=O)N)S1 2-(4-chlorophenyl)-4-(3-tetrahydropyranylmethyl)-thieno[2,3-d]pyridazine-7-carboxamide